(2-{2-[3-(1-acetylpiperidin-4-yl)-7-{[(benzyloxy)carbonyl]amino}-5'-fluoro-1'-methyl-[4,6'-biindazol]-1-yl]acetamido}acetamido)acetic acid C(C)(=O)N1CCC(CC1)C1=NN(C=2C(=CC=C(C12)C1=C(C=C2C=NN(C2=C1)C)F)NC(=O)OCC1=CC=CC=C1)CC(=O)NCC(=O)NCC(=O)O